1,2,3-tris(aminomethyl)benzene NCC1=C(C(=CC=C1)CN)CN